CC1=NOC(=C1C)NC(C1=C(C(=C(C=C1CCCCC)O)CC=C(CCC=C(C)C)C)O)=O N-(3,4-dimethylisoxazol-5-yl)-3-(3,7-dimethylocta-2,6-dien-1-yl)-2,4-dihydroxy-6-pentylbenzamide